(R or S)-2-((1-(benzyloxy)hexan-3-yl)oxy)-N,N-bis(2,4-dimethoxybenzyl)imidazo[2,1-f][1,2,4]triazin-4-amine C(C1=CC=CC=C1)OCC[C@@H](CCC)OC1=NN2C(C(=N1)N(CC1=C(C=C(C=C1)OC)OC)CC1=C(C=C(C=C1)OC)OC)=NC=C2 |o1:10|